CC1=C(C(NC(=C1)C)=O)CNC(=O)C=1C(=C(N2C=C(C=C2C1)C=1CCNCC1)C(C)N1CCOCC1)C N-((4,6-dimethyl-2-oxo-1,2-dihydropyridin-3-yl)methyl)-6-methyl-5-(1-morpholinoethyl)-2-(1,2,3,6-tetrahydropyridin-4-yl)indolizine-7-carboxamide